2-(Bicyclo[2.2.2]octan-1-yl)-N-(7-(3-(7-(4-(2-hydroxyethyl)piperazin-1-yl)-2-methyl-3-phenylpyrazolo[1,5-a]pyrimidin-5-yl)phenyl)heptyl)acetamide C12(CCC(CC1)CC2)CC(=O)NCCCCCCCC2=CC(=CC=C2)C2=NC=1N(C(=C2)N2CCN(CC2)CCO)N=C(C1C1=CC=CC=C1)C